C1(CCCCCCC1)NC(CCC(=O)NCC)=O N'-cyclooctyl-N-ethyl-butanediamide